CC1(OC[C@H]2N1C(=CC2)O[Si](C)(C)C)C (S)-3,3-dimethyl-5-trimethylsilyloxy-7,7a-dihydro-1H-pyrrolo[1,2-c]Oxazole